(R)-3-(4,6-dichloropyrimidin-5-yl)butyric acid methyl ester COC(C[C@@H](C)C=1C(=NC=NC1Cl)Cl)=O